O1C(=NC2=C1C=CC=C2)C2=C(C(N(C(=N2)N(C(C2=NC=CC=C2)C2=CC=CC=C2)C)C)=O)OC 6-(1,3-benzoxazol-2-yl)-5-methoxy-3-methyl-2-{methyl[phenyl(pyridin-2-yl)methyl]amino}pyrimidin-4-one